tert-butyl 7-(4-fluoro-6-(7-((4-methyl-3-(methylsulfonyl)benzamido)methyl)-1,6-naphthyridin-2-yl)pyridin-2-yl)-4,7-diazaspiro[2.5]octane-4-carboxylate FC1=CC(=NC(=C1)C1=NC2=CC(=NC=C2C=C1)CNC(C1=CC(=C(C=C1)C)S(=O)(=O)C)=O)N1CCN(C2(CC2)C1)C(=O)OC(C)(C)C